ClCC1=NC=C(C=O)C=C1 6-(chloromethyl)nicotinaldehyde